ClC(CC)C1=CC=C(C=C1)C(F)(F)F 1-(1-chloropropyl)-4-(trifluoromethyl)benzene